FC=1C(=C(C=CC1F)[C@H]1[C@@H](O[C@]([C@H]1C)(C(F)(F)F)C)C(=O)NC=1C=NC(=CC1)[C@@H]([C@H](C)O)O)OC (2R,3S,4S,5R)-3-(3,4-difluoro-2-methoxyphenyl)-N-(6-((1S,2S)-1,2-dihydroxypropyl)pyridin-3-yl)-4,5-dimethyl-5-(trifluoromethyl)tetrahydrofuran-2-carboxamide